N-methyl-3-(trifluoromethyl)-5,6-dihydro-4H-cyclopenta[b]thiophen-5-amine hydrochloride Cl.CNC1CC2=C(SC=C2C(F)(F)F)C1